C(C)OC(/C(/[N+](=O)[O-])=C/1\CC[C@@H](N1)C(=O)OC)=O methyl (2R,5Z)-5-(2-ethoxy-1-nitro-2-oxo-ethylidene)pyrrolidine-2-carboxylate